CN1N=CC(=C1C)C1CN(CC2=CC=CC=C12)C(=O)C=1SC(=NN1)CCC [4-(1,5-dimethylpyrazol-4-yl)-3,4-dihydro-1H-isoquinolin-2-yl]-(5-propyl-1,3,4-thiadiazol-2-yl)methanone